5-(N-(2-(((tert-butoxycarbonyl)(furan-2-ylmethyl)amino)methyl)-4-chlorophenyl)-N-ethylsulfamoyl)-3-Methylbenzofuran-2-carboxylic acid ethyl ester C(C)OC(=O)C=1OC2=C(C1C)C=C(C=C2)S(N(CC)C2=C(C=C(C=C2)Cl)CN(CC=2OC=CC2)C(=O)OC(C)(C)C)(=O)=O